NC1=NC(=CC=2N1N=C(N2)C=2OC=CC2)NCCCC2=CC=C(C(=O)NC1=C(C=CC=C1)N)C=C2 4-(3-((5-amino-2-(furan-2-yl)-[1,2,4]triazolo[1,5-c]pyrimidin-7-yl)amino)propyl)-N-(2-aminophenyl)benzamide